2-chloro-5-cyclopropyl-4-[(1R)-1-(2,4-dichlorophenyl)ethoxy]pyridine ClC1=NC=C(C(=C1)O[C@H](C)C1=C(C=C(C=C1)Cl)Cl)C1CC1